Sodium 2-((methyl-d3)amino)-3-chloropyridine-4-thiolate C([2H])([2H])([2H])NC1=NC=CC(=C1Cl)[S-].[Na+]